FC(C(=O)O)(F)F.NCCCCCCCOC1=CC=C(C=C1)NC(=O)C1=CC=C(CN(C(=O)C=2C=CC3=C(OCC(N3)=O)C2)C2CC2)C=C1 N-(4-((4-((7-aminoheptyl)oxy)phenyl)carbamoyl)benzyl)-N-cyclopropyl-3-oxo-3,4-dihydro-2H-benzo[b][1,4]oxazine-7-carboxamide 2,2,2-trifluoroacetate